di(1-chloro-2-hydroxypropyl) phosphite P(OC(C(C)O)Cl)(OC(C(C)O)Cl)[O-]